N-benzyl-7-bromo-2-chloropyrrolo[2,1-f][1,2,4]triazin-4-amine C(C1=CC=CC=C1)NC1=NC(=NN2C1=CC=C2Br)Cl